bis(n-nonylphenyl)pentaerythritol diphosphite OP(O)OP(O)O.C(CCCCCCCC)C1=C(C=CC=C1)C(O)(C(CO)(CO)CO)C1=C(C=CC=C1)CCCCCCCCC